BrC1=CC=C(C=C1)C1(CC(C1)=O)C(=O)NC1=CC=C(C=C1)F 1-(4-bromophenyl)-N-(4-fluorophenyl)-3-oxocyclobutane-1-carboxamide